(Z)-N-(5-chloro-2,4-dimethylpyridin-3-yl)-3-(3-cyano-7-fluoro-1H-indazol-6-yl)-2-fluoroacrylamide ClC=1C(=C(C(=NC1)C)NC(/C(=C/C1=CC=C2C(=NNC2=C1F)C#N)/F)=O)C